C[C@@H]1N(CC1)C1=NC(=CC=N1)C(F)(F)F 2-((S)-2-methylazetidin-1-yl)-6-(trifluoromethyl)pyrimidine